FC1(CCN(CC1)C=1C=C(C=C(C1)C)NC(C1=C(N=C(C=C1)NS(=O)(=O)CCO)N1CCC2(CC2)CC1)=O)F N-(3-(4,4-Difluoropiperidin-1-yl)-5-methylphenyl)-6-((2-hydroxyethyl)sulfonamido)-2-(6-azaspiro[2.5]octan-6-yl)nicotinamide